C(CCC)C1=NC(=C(C(N1C1=C(C=CC=C1OC)OC)=O)CC1=CC=C(C=C1)N1CCOCC1)O 2-butyl-3-(2,6-dimethoxyphenyl)-6-hydroxy-5-{[4-(morpholin-4-yl)phenyl]methyl}-3,4-dihydropyrimidin-4-one